C(C1=CC=CC=C1)OC(=O)N(CC(=O)O)CCCC N-(benzyloxycarbonyl)-N-butylglycine